C1(=CC=CC=C1)[B]C1=CC=CC=C1 (diphenyl)boron